C(C1=CC=CC=C1)NS(=O)(=O)C1=CC=C(C)C=C1 N-benzyl-p-toluenesulfonic acid amide